C1CN(CCN([C@H](CN(CCN1CC(=O)O)CC(=O)O)CC2=CC=C(C=C2)[N+](=O)[O-])CC(=O)O)CC(=O)O The molecule is a tetracarboxylic acid that is an optically active twelve-membered tetraazamacrocycle having a carboxymethyl group attached to each of the nitrogens and a 4-nitrobenzyl group at the 2-position. It has a role as an epitope. It is an azamacrocycle, a tetracarboxylic acid and a C-nitro compound. It derives from a DOTA.